C(C)C(CC)(CC)N1C(N(CC1)C(CC)(CC)CC)=[Au-2]Cl 1,3-bis(3-ethylpentan-3-yl)-4,5-dihydro-1H-imidazol-2-ylidenegold(I) chloride